OC(C1=CC=CC2=CC=CC=C12)(C1=CC=CC2=CC=CC=C12)O dihydroxy-1,1-dinaphthylmethane